OCC(CO)(CO)N(CC1=CC=C(C=C1)CP([O-])([O-])=O)CC1=CC=C(C=C1)CP([O-])([O-])=O.[Na+].[Na+].[Na+].[Na+] sodium (((((1,3-dihydroxy-2-(hydroxymethyl)propan-2-yl)azanediyl)bis(methylene)) bis(4,1-phenylene))bis(methylene))bis(phosphonate)